(S)-1-(3-chloro-4-fluorophenyl)-3-(3-hydroxy-1-(1-methoxyisoquinolin-4-yl)propyl)urea ClC=1C=C(C=CC1F)NC(=O)N[C@@H](CCO)C1=CN=C(C2=CC=CC=C12)OC